6'-(((1S,3S)-3-((6-Methyl-1,2,4-triazin-3-yl)amino)cyclopentyl)amino)-2H-[1,3'-bipyridin]-2-one CC1=CN=C(N=N1)N[C@@H]1C[C@H](CC1)NC1=CC=C(C=N1)N1C(C=CC=C1)=O